3-(4-((Boc)amino)phenyl)-5,6,7,8-tetrahydroindolizine-1-carboxylic acid ethyl ester C(C)OC(=O)C=1C=C(N2CCCCC12)C1=CC=C(C=C1)NC(=O)OC(C)(C)C